(4-(3,4-difluoro-2-(trifluoromethyl)phenyl)piperidin-1-yl)(5-(oxetan-3-yl)-1,4,5,6-tetrahydropyrrolo[3,4-c]pyrazol-3-yl)methanone FC=1C(=C(C=CC1F)C1CCN(CC1)C(=O)C=1C2=C(NN1)CN(C2)C2COC2)C(F)(F)F